2-((2R,4R)-4-hydroxy-6-oxotetrahydro-2H-pyran-2-yl)-acetonitrile O[C@@H]1C[C@H](OC(C1)=O)CC#N